7-isopropoxy-2-((1R,4S)-1-methyl-2-oxabicyclo[2.2.1]heptan-4-yl)imidazo[1,2-a]pyrimidine-6-carboxylic acid C(C)(C)OC1=NC=2N(C=C1C(=O)O)C=C(N2)[C@]21CO[C@](CC2)(C1)C